6-(4-(decyloxy)-4-oxobutyl)-aminocaproic acid-2-octyldecyl ester C(CCCCCCC)C(COC(C(CCCCCCCC(=O)OCCCCCCCCCC)N)=O)CCCCCCCC